FC=1C=C(C=CC1N1CC2(COC2)C1)N1C(O[C@H](C1)CNC(C)=O)=O (S)-N-((3-(3-fluoro-4-(2-oxa-6-azaspiro[3.3]hept-6-yl)phenyl)-2-oxo-oxazolidin-5-yl)methyl)acetamide